N-{4-[3-(2-Chloro-3-fluoroanilino)-6,6-dimethyl-4-oxo-4,5,6,7-tetrahydro-1H-pyrrolo[3,2-c]pyridin-2-yl]pyridin-2-yl}-2-(4-fluorophenyl)acetamid ClC1=C(NC2=C(NC3=C2C(NC(C3)(C)C)=O)C3=CC(=NC=C3)NC(CC3=CC=C(C=C3)F)=O)C=CC=C1F